SC=CC(=O)OC methyl 3-mercaptoacrylate